C(C)OC(C[SiH2]CCCOC(=O)C1=CC=2C(=NN(N2)C2=C(C(=CC(=C2)C(C)(C)CC(C)(C)C)C(C)(C)C2=CC=CC=C2)O)C=C1)OCC 5-[3-(diethoxyethylsilyl)propoxycarbonyl]-2-(2-hydroxy-3-α-cumyl-5-tert-octyl-phenyl)-2H-benzotriazole